N-[(2S)-1-(4-{[5-(3,4-dimethyl-1H-pyrazol-5-yl)furan-2-yl]sulfonyl}piperazin-1-yl)propan-2-yl]-8-(trifluoromethyl)quinazolin-4-amine CC1=NNC(=C1C)C1=CC=C(O1)S(=O)(=O)N1CCN(CC1)C[C@H](C)NC1=NC=NC2=C(C=CC=C12)C(F)(F)F